C(C)(C)C1=CC=C(C=C1)NCC(=O)O N-(4-isopropylphenyl)glycine